O1C(CCC1CO)CO (Tetrahydrofuran-2,5-Diyl)Dimethanol